N-(4-((3-(3-methyl-2,5-dihydrofuran-2-yl)-3-phenethylpyrrolidin-1-yl)methyl)phenyl)acetamide CC=1C(OCC1)C1(CN(CC1)CC1=CC=C(C=C1)NC(C)=O)CCC1=CC=CC=C1